C(#N)C1=CC=CC(=N1)C1CN(C1)C(=O)[C@@H]1CC[C@H]2N1C([C@H](CCC2)NC(=O)C2=CC1=C(S2)C=CC(=C1)CP(O)(O)=O)=O ((2-(((3S,6S,9aS)-3-(3-(6-cyanopyridin-2-yl)azetidine-1-carbonyl)-5-oxooctahydro-1H-pyrrolo[1,2-a]azepin-6-yl)carbamoyl)benzo[b]thiophen-5-yl)methyl)phosphonic acid